tert-butyl 4-[N-(1-cyclopropyl-6-oxo-1,6-dihydropyridin-3-yl)carbamoyl]-4-methylpiperidine-1-carboxylate C1(CC1)N1C=C(C=CC1=O)NC(=O)C1(CCN(CC1)C(=O)OC(C)(C)C)C